tert-butyl 4-[[4-[2-chloro-3-(2,6-dioxo-3-piperidyl)phenyl]phenoxy]methyl]imidazole-1-carboxylate ClC1=C(C=CC=C1C1C(NC(CC1)=O)=O)C1=CC=C(OCC=2N=CN(C2)C(=O)OC(C)(C)C)C=C1